N-(6-(6-(difluorometh-oxy)imidazo[1,2-a]-pyridin-3-yl)pyridin-2-yl)-6-azaspiro[3.4]-octan-2-amine FC(OC=1C=CC=2N(C1)C(=CN2)C2=CC=CC(=N2)NC2CC1(C2)CNCC1)F